8-hydroxy-4,6-dimethylnonyloxybutyloxymethyl ether OC(CC(CC(CCCOCCCCOCOCOCCCCOCCCC(CC(CC(C)O)C)C)C)C)C